6-((R)-3-(3-Chloro-4-((R)-tetrahydro-2H-pyran-2-yl)phenyl)-2-methylpropyl)-2-thia-6-azaspiro[3.4]octane 2,2-dioxide ClC=1C=C(C=CC1[C@@H]1OCCCC1)C[C@H](CN1CC2(CS(C2)(=O)=O)CC1)C